(R)-6-fluoro-3-((3-fluorobenzyl)amino)-5-(1-(naphthalen-2-yl)ethyl)-4H-benzo[e][1,2,4]thiadiazine 1,1-dioxide FC=1C=CC2=C(NC(=NS2(=O)=O)NCC2=CC(=CC=C2)F)C1[C@H](C)C1=CC2=CC=CC=C2C=C1